trinitrotyrosine [N+](=O)([O-])C([C@](N)(C(=O)O)[N+](=O)[O-])(C1=CC=C(C=C1)O)[N+](=O)[O-]